2,5-diketopyrazine O=C1N=CC(N=C1)=O